(1-cyclopropyl-1H-imidazol-4-yl)[(1r,5s,6r)-6-methyl-6-(4-oxa-5-azaspiro[2.4]hept-5-en-6-yl)-3-azabicyclo[3.1.0]hex-3-yl]methanone C1(CC1)N1C=NC(=C1)C(=O)N1C[C@H]2C([C@H]2C1)(C1=NOC2(CC2)C1)C